[(1S,5R)-8-methylsulfonyl-8-azabicyclo[3.2.1]octan-3-yl]methanamine CS(=O)(=O)N1[C@@H]2CC(C[C@H]1CC2)CN